6-(4-(3,6-diazabicyclo[3.1.1]heptane-3-carbonyl)benzyl)-2-amino-4-(((S)-1-hydroxypentan-2-yl)amino)pyrimido[4,5-d]pyridazin-5(6H)-one C12CN(CC(N1)C2)C(=O)C2=CC=C(CN1N=CC3=C(C1=O)C(=NC(=N3)N)N[C@H](CO)CCC)C=C2